O1C(=CC2=C1C=CC=C2)C(=O)NC2=NSC1=C2C=C(C(=C1Cl)C(=O)O)Cl 3-(benzofuran-2-carboxamido)-5,7-dichlorobenzisothiazole-6-carboxylic acid